BrC1=C(SC=C1)C(=O)N1CCN(CC1)C1=C(C=CC=C1)N(S(=O)(=O)C=1C=CC2=C(C(=C(S2)C(=O)OCC)C)C1)C ethyl 5-(N-(2-(4-(3-bromothiophene-2-carbonyl) piperazin-1-yl) phenyl)-N-methylsulfamoyl)-3-methylbenzothiophene-2-carboxylate